NC=1C(=CC(=NC1)C1=CC=C2N1N=CC(=C2)C#N)N[C@H](C)C#N (R)-7-(5-amino-4-((1-cyanoethyl)amino)pyridin-2-yl)pyrrolo[1,2-b]pyridazine-3-carbonitrile